N1=CC(=C2NC=3C(=NC=CC3)N21)C(=O)OCC ethyl 4H-pyrazolo[5',1':2,3]imidazo[4,5-b]pyridine-3-carboxylate